L-glutamine malate C(C(O)CC(=O)O)(=O)O.N[C@@H](CCC(N)=O)C(=O)O